N1C(NC2=CC=CC=C12)=O Azaindolinone